C(C)C1=CC=C(C=N1)C(CC(=O)OCC)=O Ethyl 3-(6-ethylpyridin-3-yl)-3-oxopropanoate